(1S,2S)- and (1R,2R)-2-(1-cyclobutyl-4-hydroxy-1H-pyrazol-3-yl)cyclopropane-1-carbonitrile C1(CCC1)N1N=C(C(=C1)O)[C@@H]1[C@H](C1)C#N |r|